CC1=CN(C(=O)NC1=O)[C@H]2C[C@@H]([C@H](O2)COP(=O)(O)O)O The molecule is the neutral species of thymidine 5'-monophosphate (2'-deoxythymidine 5'-monophosphate). It has a role as a fundamental metabolite. It is a conjugate acid of a dTMP(-). It is an enantiomer of a 1-(2-deoxy-5-O-phosphono-beta-L-ribofuranosyl)thymine.